(R)-4-(morpholin-4-yl)-3-(4-fluorophenyl)-N-((R)-1-(6-methoxypyridin-3-yl)ethyl)-4,5-dihydro-1H-pyrazole-1-carboxamide N1(CCOCC1)[C@H]1C(=NN(C1)C(=O)N[C@H](C)C=1C=NC(=CC1)OC)C1=CC=C(C=C1)F